C(#N)C=1C=C(C=NC1N1N=CC=N1)NC(=O)C=1C=NN(C1C(F)(F)F)C1=C(C(=CC=C1)F)C N-(5-cyano-6-(2H-1,2,3-triazol-2-yl)pyridin-3-yl)-1-(3-fluoro-2-methylphenyl)-5-(trisFluoromethyl)-1H-pyrazole-4-carboxamide